COC1=CC(=NC=C1)NC1=NC(=NN2C1=C(C(=C2)C=2C=NC=CC2)C=2C=NC=CC2)C=2N(C=CN2)C N-(4-methoxypyridin-2-yl)-2-(1-methyl-1H-imidazol-2-yl)-5,6-di(pyridin-3-yl)pyrrolo[2,1-f][1,2,4]triazin-4-amine